(S)-2-((1-(2-(3-amino-1-methyl-1H-indazol-5-yl)-7-methyl-4-oxo-4H-pyrido[1,2-a]pyrimidin-9-yl)ethyl)amino)benzoic acid NC1=NN(C2=CC=C(C=C12)C=1N=C2N(C(C1)=O)C=C(C=C2[C@H](C)NC2=C(C(=O)O)C=CC=C2)C)C